(tert-butyl 6-((4-methoxy-3-(5-methylpyrimidin-2-yl)-5-nitrophenoxy) methyl) pyridin-2-yl) carbamate C(N)(OC1=NC(=CC=C1C(C)(C)C)COC1=CC(=C(C(=C1)[N+](=O)[O-])OC)C1=NC=C(C=N1)C)=O